FC1=CC=C(C=2N=C(SC21)N)C2=C(C=C1C(=NC(=NC1=C2F)OC[C@]21CCCN1C[C@@H](C2)F)N2C[C@H](CC2)F)C(F)(F)F 7-fluoro-4-(8-fluoro-4-((S)-3-fluoropyrrolidin-1-yl)-2-(((2R,7aS)-2-fluorotetrahydro-1H-pyrrolizin-7a(5H)-yl)methoxy)-6-(trifluoromethyl)quinazolin-7-yl)benzo[d]thiazol-2-amine